trin-butylborate C(CCC)OB(OCCCC)OCCCC